[N+](=O)([O-])C1=C(C#N)C=CC(=C1)C(F)(F)F 2-nitro-4-(trifluoromethyl)benzonitrile